((3S)-4-amino-3-methyl-1,3-dihydrofuro[3,4-c][1,7]naphthyridin-8-yl)((3R,5S)-3-methyl-5-(5-(trifluoromethoxy)-2-pyridinyl)-4-morpholinyl)methanone NC1=NC=2C=NC(=CC2C2=C1[C@@H](OC2)C)C(=O)N2[C@@H](COC[C@@H]2C2=NC=C(C=C2)OC(F)(F)F)C